BrCC[C@@H]1CC[C@H](CC1)NC(OC(C)(C)C)=O tert-Butyl (trans-4-(2-bromoethyl)cyclohexyl)carbamate